O[C@H]1[C@@H](CCCC1)N1C2=C(OCC1)C=C(N=N2)C2=C(C=1CCCC1C=C2C)O 5-[8-[(1R,2R)-2-hydroxycyclohexyl]-6,7-dihydropyridazino[4,3-b][1,4]oxazin-3-yl]-6-methyl-indan-4-ol